NC=1C=C(C=C(C1)C(F)(F)F)[C@@H](C)NC1=NC=2N(C3=CC=C(C=C13)N1CC3(COC3)C1)C=CN2 (R)-N-(1-(3-amino-5-(trifluoromethyl)phenyl)ethyl)-7-(2-oxa-6-azaspiro[3.3]hept-6-yl)imidazo[1,2-a]quinazolin-5-amine